glycidoxyhexadecylamine C(C1CO1)OCCCCCCCCCCCCCCCCN